ClC=1C=C(C=CC1Cl)NC(CC)=O N-(3,4-dichlorophenyl)propanamide